C(CC)OC1=C(C(=CC(=C1)OCCC)OCCC)O 2,4,6-tripropoxyphenol